methyl (Z)-N'-((Z)-(3-(4-chlorophenyl)-4-phenyl-5,6-dihydropyridazin-1(4H)-yl)((naphthalen-2-ylsulfonyl)imino)methyl)carbamimidoselenoate ClC1=CC=C(C=C1)C1=NN(CCC1C1=CC=CC=C1)\C(\N=C(\N)/[Se]C)=N/S(=O)(=O)C1=CC2=CC=CC=C2C=C1